B(O)(O)CCC=1C(=C(C(=O)O)C(=CC1)OC1CN(C1)C([C@H](N)CS)=O)O 3-(2-Boronoethyl)-6-[(1-D-cysteinylazetidin-3-yl)oxy]-2-hydroxybenzoic acid